COC(C1CCN(CC1)C1=CC=C(C=C1)C1=C([C@@H](CC2=CC(=CC=C12)OC)C)C1=CC=CC=C1)OC 4-(dimethoxymethyl)-1-[4-[(3R)-6-methoxy-3-methyl-2-phenyl-3,4-dihydronaphthalen-1-yl]phenyl]piperidine